Cl.O[C@@H]1C[C@H](N(C1)C([C@H](C(C)C)C1=CC(=NO1)OC1CCNCC1)=O)C(=O)N[C@@H](C)C1=CC=C(C=C1)C1=C(N=CS1)C (2S,4R)-4-hydroxy-1-[(2R)-3-methyl-2-[3-(4-piperidyloxy)isoxazol-5-yl]butanoyl]-N-[(1S)-1-[4-(4-methylthiazol-5-yl)phenyl]ethyl]pyrrolidine-2-carboxamide hydrochloride